(S)-2-amino-5-(2,5-dimethoxyphenyl)-4-oxo-4,5-dihydrofuran-3-yl-5-d phenylmethanesulfonate C1(=CC=CC=C1)CS(=O)(=O)OC1=C(O[C@@](C1=O)([2H])C1=C(C=CC(=C1)OC)OC)N